L-serine methyl ester COC([C@@H](N)CO)=O